2-(2-(6-((cis)-2,6-dimethylmorpholino)pyridin-2-yl)-1,6-naphthyridin-7-yl)-N-(1-(methylsulfonyl)piperidin-3-yl)acetamide C[C@@H]1O[C@@H](CN(C1)C1=CC=CC(=N1)C1=NC2=CC(=NC=C2C=C1)CC(=O)NC1CN(CCC1)S(=O)(=O)C)C